CC1=CC=C(N=N1)C=1C=CC=2N(C1)C=C(N2)C(=O)N 6-(6-methylpyridazin-3-yl)imidazo[1,2-a]pyridine-2-carboxamide